(2-cyano-7-(4-cyanophenyl)isoindolin-5-yl)methanesulfonamide C(#N)N1CC2=C(C=C(C=C2C1)CS(=O)(=O)N)C1=CC=C(C=C1)C#N